Di-TertButyl Peroxide C(C)(C)(C)OOC(C)(C)C